2,3,4,6-Tetraethyl-5-methylphenol C(C)C1=C(C(=C(C(=C1CC)CC)C)CC)O